ClC1=C(C=C(C(=C1)C1(COC1)OCC1=CC(=CC=C1)C)C)N=CN(C)CC N'-(2-chloro-5-methyl-4-(3-((3-methylbenzyl)oxy)oxetan-3-yl)phenyl)-N-ethyl-N-methylformimidamide